(1R,2R)-1-((2R,3R,4R,5S,6R)-5-acetoxy-3-amino-6-(methoxycarbonyl)-6-(2-(2-(prop-2-yn-1-yloxy)ethoxy)ethoxy)-4-propionamidotetrahydro-2H-pyran-2-yl)-3-azidopropane-1,2-diyl diacetate C(C)(=O)O[C@H]([C@@H](CN=[N+]=[N-])OC(C)=O)[C@@H]1O[C@@]([C@H]([C@@H]([C@H]1N)NC(CC)=O)OC(C)=O)(OCCOCCOCC#C)C(=O)OC